(E)-2-(5-bromo-1H-indol-3-yl)-N'-(4-trifluoromethylbenzylidene)thiazole-4-carbohydrazide BrC=1C=C2C(=CNC2=CC1)C=1SC=C(N1)C(=O)N/N=C/C1=CC=C(C=C1)C(F)(F)F